N1=CN=C(C2=C1NC=C2)N2CCN(CC2)C(C(=O)NC2=CC=C(C=C2)S(=O)(=O)N2CCCCC2)=C 2-(4-(7H-pyrrolo[2,3-d]pyrimidin-4-yl)piperazin-1-yl)-N-(4-(piperidin-1-ylsulfonyl)phenyl)propenamide